NC=1C2=C(N=CN1)N(C(=C2C2=CC=C(C=C2)F)C=2COC1(CC2)CCN(CC1)C(C=C)=O)C 1-(3-(4-amino-5-(4-fluorophenyl)-7-methyl-7H-pyrrolo-[2,3-d]pyrimidin-6-yl)-1-oxa-9-azaspiro[5.5]undec-3-en-9-yl)prop-2-en-1-one